C1(CC1)COC=1C=CC(=NC1)NC([C@H](C)N1C[C@@H](C(CC1)(F)F)C=1N=CC(NC1)=O)=O (S)-N-(5-(cyclopropylmethoxy)pyridin-2-yl)-2-((R)-4,4-difluoro-3-(5-oxo-4,5-dihydropyrazin-2-yl)piperidin-1-yl)propionamide